(3R,5S)-5-methyl-1-(8-trifluoromethyl-quinolin-5-yl)-piperidin-3-ylamine hydrochloride Cl.C[C@H]1C[C@H](CN(C1)C1=C2C=CC=NC2=C(C=C1)C(F)(F)F)N